4-(prop-1-en-2-yl)-N-(1-(3,4,5-trimethoxyphenyl)-1H-imidazol-4-yl)thieno[2,3-d]Pyrimidine-2-amine C=C(C)C=1C2=C(N=C(N1)NC=1N=CN(C1)C1=CC(=C(C(=C1)OC)OC)OC)SC=C2